C1(CC1)C=1C=C(C=C(C1)N1C(C2=CC(=CC=C2C1)C=O)=O)C1=C(C=C(C=C1)C#N)C1=NN=CN1C 3'-cyclopropyl-5'-(6-formyl-1-oxo-3H-isoindol-2-yl)-2-(4-methyl-1,2,4-triazol-3-yl)-[1,1'-biphenyl]-4-carbonitrile